5,7-difluoroquinazolin FC1=C2C=NC=NC2=CC(=C1)F